acryloyloxynonyltriethoxysilane C(C=C)(=O)OCCCCCCCCC[Si](OCC)(OCC)OCC